1-(4-allyl-2-bromophenyl)ethan-1-ol C(C=C)C1=CC(=C(C=C1)C(C)O)Br